para-acetylphenol C(C)(=O)C1=CC=C(C=C1)O